C(C)C(CC=C)N1N=CC(=C1)C=1C2=C(N=CN1)NC=C2 4-[1-(1-ethylbut-3-en-1-yl)-1H-pyrazol-4-yl]-7H-pyrrolo[2,3-d]-pyrimidine